OC1CCN(CC1)C1=CC=C(S1)\C=C\1/C(=NOC1=O)C1=CC=CC=C1 (E)-4-((5-(4-hydroxypiperidin-1-yl)thiophen-2-yl)methylene)-3-phenylisoxazol-5(4H)-one